(1R,2S,5S)-3-[(2S)-2-amino-3,3-dimethyl-butyryl]-6,6-dimethyl-3-azabicyclo[3.1.0]hexane-2-carboxylate N[C@H](C(=O)N1[C@@H]([C@H]2C([C@H]2C1)(C)C)C(=O)[O-])C(C)(C)C